6-Chloro-7-[(2R)-2-[[(3-chloro-6-hydroxy-pyridin-2-yl)oxy]methyl]pyrrolidin-1-yl]-1-[6-[3-(dimethyl-amino)azetidin-1-yl]pyridin-3-yl]-4-oxoquinoline-3-carboxylic acid ClC=1C=C2C(C(=CN(C2=CC1N1[C@H](CCC1)COC1=NC(=CC=C1Cl)O)C=1C=NC(=CC1)N1CC(C1)N(C)C)C(=O)O)=O